ClC1=C(C=CC=C1)C1=NC2=C(CCN(CC2)C2CC3=CC=CC=C3C2)N1 2-(2-chlorophenyl)-6-(2,3-dihydro-1H-inden-2-yl)-1,4,5,6,7,8-hexahydroimidazo[4,5-d]azepine